NC=1C(NC(N(N1)C1=CC(=C(OC=2C=C(C(NC2)=O)C(=O)NC2CC(C2)(F)F)C(=C1)Cl)Cl)=O)=O 5-(4-(6-Amino-3,5-dioxo-4,5-dihydro-1,2,4-triazin-2(3H)-yl)-2,6-dichlorophenoxy)-N-(3,3-difluorocyclobutyl)-2-oxo-1,2-dihydropyridine-3-carboxamide